(Z)-(2-(chloromethyl)-3-fluoroallyl)carbamate ClC\C(\CNC([O-])=O)=C/F